OC[C@H]1CCC2C3CCC=4C(=CC=C(C4C3[C@H](C[C@]12C)O)C)O (11S,13S,17S)-17-(hydroxy-methyl)-1,13-dimethyl-7,8,9,11,12,13,14,15,16,17-decahydro-6H-cyclopenta[a]phenanthrene-4,11-diol